(S)-2-Methyl-5-((1-methylazetidin-2-yl)methoxy)-N-(1-(7-(prop-1-yn-1-yl)quinolin-5-yl)cyclopropyl)benzamide CC1=C(C(=O)NC2(CC2)C2=C3C=CC=NC3=CC(=C2)C#CC)C=C(C=C1)OC[C@H]1N(CC1)C